(2,2-difluoroethoxy)-2-iodo-1-nitrobenzene FC(COC=1C(=C(C=CC1)[N+](=O)[O-])I)F